3-[3-(2-Chloro-6-methyl-4-pyridyl)-5-[[(3R)-morpholin-3-yl]methylamino]pyrazolo[1,5-a]pyrimidin-2-yl]benzonitrile ClC1=NC(=CC(=C1)C=1C(=NN2C1N=C(C=C2)NC[C@H]2NCCOC2)C=2C=C(C#N)C=CC2)C